2-phenyl-2-methylpropane-1,3-diol C1(=CC=CC=C1)C(CO)(CO)C